4-[3-(1,3-diethyl-1H-pyrazol-5-yl)-1H-1,2,4-triazol-5-yl]-1-methyl-1H-indazole-6-carboxamide C(C)N1N=C(C=C1C1=NNC(=N1)C1=C2C=NN(C2=CC(=C1)C(=O)N)C)CC